S1SC(C=C1)=S 3H-1,2-dithiole-3-thione